CC1(OCCC(O1)C1=C2C(=NN(C2=CC=C1)COCC[Si](C)(C)C)C#N)C 4-(2,2-dimethyl-1,3-dioxan-4-yl)-1-(2-trimethylsilyl-ethoxymethyl)indazole-3-carbonitrile